7-Benzyl-9,9-difluoro-3-phenylethyl-2,3,6,7,8,9-hexahydroimidazo[1,2-a]pyrido[3,4-e]pyrimidin-5(1H)-one C(C1=CC=CC=C1)N1CC=2C(N=C3N(C2C(C1)(F)F)CCN3CCC3=CC=CC=C3)=O